N-[1-(5-bromo-2-pyrimidin-2-yl-1,2,4-triazol-3-yl)ethyl]-1-methyl-5,7-bis(trifluoromethyl)indazol-3-amine BrC=1N=C(N(N1)C1=NC=CC=N1)C(C)NC1=NN(C2=C(C=C(C=C12)C(F)(F)F)C(F)(F)F)C